FC(C=1C=CC(=NC1)N1CC2(CN(C2)C(=O)N2CC3(C2)NC(OC3)=O)C1)(F)F 2-[6-[5-(trifluoromethyl)-2-pyridinyl]-2,6-diazaspiro[3.3]heptane-2-carbonyl]-7-oxa-2,5-diazaspiro[3.4]octan-6-one